7-(4-AMINOCINNOLIN-7-YL)-3-(PROPAN-2-YL)-3,4-DIHYDRO-1H-2,1-BENZOXABORININ-1-OL NC1=CN=NC2=CC(=CC=C12)C1=CC2=C(CC(OB2O)C(C)C)C=C1